CN1CC(C1)NC(=O)C=1C=C(C=CC1)[C@@H](CCN1CCC(CC1)CC(=O)O)NC(=O)C1=CC2=CC=3C[C@H](CCC3N=C2C=C1)C1(CC1)C 2-[1-[(3R)-3-[3-[(1-methylazetidin-3-yl)carbamoyl]phenyl]-3-[[(7S)-7-(1-methylcyclopropyl)-5,6,7,8-tetrahydroacridine-2-carbonyl]amino]propyl]-4-piperidyl]acetic acid